3-methyl-5-(N-(but-3-yn-1-yl)sulfamoyl)benzofuran-2-carboxylic acid CC1=C(OC2=C1C=C(C=C2)S(NCCC#C)(=O)=O)C(=O)O